COC=1C(=C2C=CN(C2=C(C1)C)C(=O)OC(C)(C)C)CN1[C@@H](CN(CC1)CC(C)=O)C1=CC=C(C=C1)C(=O)OC tert-Butyl (R)-5-methoxy-4-((2-(4-(methoxycarbonyl)phenyl)-4-(2-oxopropyl)piperazin-1-yl)methyl)-7-methyl-1H-indole-1-carboxylate